FC([C@H]1C(O[C@@H]([C@H]([C@@H]1O)O)CO)O)F (3R,4R,5S,6R)-3-(difluoromethyl)-6-(hydroxymethyl)tetrahydro-2H-pyran-2,4,5-triol